OC1CC(N(CC1)C(=O)OCCCC)=O butyl 4-hydroxy-2-oxopiperidine-1-carboxylate